N-octyl-1,1-diphenylmethanimine-15N C(CCCCCCC)[15N]=C(C1=CC=CC=C1)C1=CC=CC=C1